C1(C2=CC(C(=O)OC(CO1)C)=CC=C2)=O 3-propylene isophthalate